2-(4-tert-butyl-2,5-dimethyl-phenyl)-6-methoxy-1H-1,5-naphthyridin-4-one C(C)(C)(C)C1=CC(=C(C=C1C)C=1NC2=CC=C(N=C2C(C1)=O)OC)C